BrC1=CC=C(C=C1)NS(=O)(=O)C=1C=C(C(=O)NCC(N2CCCC2)C=2OC=CC2)C=CC1 3-(N-(4-bromophenyl)sulfamoyl)-N-(2-(furan-2-yl)-2-(pyrrolidin-1-yl)ethyl)benzamide